6-Methyl-5-(8-methyl-[1,2,4]triazolo[1,5-a]pyridin-6-yl)-1-(1-propylpiperidin-4-yl)-1,3-dihydro-2H-benzo[d]imidazol-2-on CC=1C(=CC2=C(N(C(N2)=O)C2CCN(CC2)CCC)C1)C=1C=C(C=2N(C1)N=CN2)C